methyl 2,3-dimethyl-2-ethylpentanoate CC(C(=O)OC)(C(CC)C)CC